[18F]C(CCCCCC\C=C/CCCCSCCC(=O)O)C 17-[18F]fluoro-4-thiaoleic acid